di(3-methylphenyl)phosphoryl fluoride CC=1C=C(C=CC1)P(=O)(C1=CC(=CC=C1)C)F